Ethyl (3R,4R)-3-amino-4-(hydroxymethyl)pyrrolidine-1-carboxylate hydrochloride Cl.N[C@H]1CN(C[C@H]1CO)C(=O)OCC